C(OC1CCC2(CCC2)CC1)(=O)Cl spiro[3.5]nonan-7-yl carbonochloridate